FC1(CC(C1)(C)CN1N=C(C(=C1C(=O)NC1=CC(=CC=C1)S(=O)(=NC(CO)=O)C)C(F)(F)F)C1(CC1)F)F 1-((3,3-difluoro-1-methylcyclobutyl)methyl)-3-(1-fluorocyclopropyl)-N-(3-(N-(2-hydroxyacetyl)-S-methylsulfonimidoyl)phenyl)-4-(trifluoromethyl)-1H-pyrazole-5-carboxamide